N1=CCNCCCNCCNCCC1 1,4,8,11-TetraazacyclotetradecaneN